C(CCCO)O trans-1,4-butylene glycol